5-(4-chloro-2-fluorophenyl)-2-methyl-7-((2R)-2-(1-methyl-1H-pyrazol-5-yl)-4-morpholinyl)-3-propylpyrido[4,3-d]pyrimidin-4(3H)-one ClC1=CC(=C(C=C1)C1=NC(=CC=2N=C(N(C(C21)=O)CCC)C)N2C[C@@H](OCC2)C2=CC=NN2C)F